4-(5-(4-fluoro-2,6-dimethylphenoxy)-1-(oxetan-3-yl)-2-oxo-1,2-dihydropyridin-4-yl)-6-methyl-1,6-dihydro-7H-pyrrolo[2,3-c]pyridin-7-one FC1=CC(=C(OC=2C(=CC(N(C2)C2COC2)=O)C=2C3=C(C(N(C2)C)=O)NC=C3)C(=C1)C)C